C(C)(C)(C)OC(CC1(CCN(CC1)C(=O)OCC1=CC=CC=C1)O)=O benzyl 4-(2-tert-butoxy-2-oxo-ethyl)-4-hydroxy-piperidine-1-carboxylate